pinacol thiophen-2-ylboronate S1C(=CC=C1)B(O)O.OC(C)(C)C(C)(C)O